O(C1=CC=CC=C1)C1=CC=C(C=C1)C1=C(C(=O)N)C=CC(=N1)C1CCNCC1 2-(4-phenoxyphenyl)-6-(piperidin-4-yl)nicotinamide